OCC(C)N1C(=NN=C1)C1=CC=CC(=N1)NC(=O)NC=1SC=2CCC(NC2N1)S(=O)(=O)C 1-(6-(4-(1-hydroxy-prop-2-yl)-4H-1,2,4-triazol-3-yl)pyridin-2-yl)-3-(5-(methylsulfonyl)-4,5,6,7-tetrahydrothiazolo[5,4]pyridin-2-yl)urea